ClC1=C(N(C=C1)C)C1=NN=C(S1)C=1C(=C(C(OC1C(=O)N)=O)OCCO)NC1=NC=CC=N1 (5-(3-chloro-1-methyl-1H-pyrrol-2-yl)-1,3,4-thiadiazol-2-yl)-3-(2-hydroxyethoxy)-2-oxo-4-(pyrimidin-2-ylamino)-2H-pyran-6-carboxamide